CP(=O)(CC1=CC=C(C=C1)C1=NOC(=N1)C(F)(F)F)Cl methyl(4-(5-(trifluoromethyl)-1,2,4-oxadiazol-3-yl)benzyl)phosphinic chloride